({1-[(2,2-difluoro-1,3-benzodioxol-5-yl)sulfonyl]-5-(2-fluorophenyl)-1H-pyrrol-3-yl}methyl)(methyl)amine hydrochloride Cl.FC1(OC2=C(O1)C=CC(=C2)S(=O)(=O)N2C=C(C=C2C2=C(C=CC=C2)F)CNC)F